C(C)(C)C1=C(NC2=CN=C(C(=C21)C)C2CCN(CC2)CC(=O)N(C)C)C=2C=C(C=1N(C2)N=CN1)OC 2-(4-(3-isopropyl-2-(8-methoxy-[1,2,4]triazolo[1,5-a]pyridin-6-yl)-4-methyl-1H-pyrrolo[2,3-c]pyridin-5-yl)piperidin-1-yl)-N,N-dimethylacetamide